CN1N=CC(=C1)CCOC1=NC(=CC(=N1)N1CCOCC1)N1N=C(C=C1)C1=CC=CC=C1 4-(2-(2-(1-methyl-1H-pyrazol-4-yl)ethoxy)-6-(3-phenyl-1H-pyrazol-1-yl)pyrimidin-4-yl)morpholine